CC1(C=2C=CC=CC2C2(C3=CC=CC=C3C=3C=CC(=CC23)C2=CC=C(C=C2)N(C2=CC3=C(OC4=C3C=CC=C4)C=C2)C2=CC=CC=C2)C2=CC=CC=C12)C N-(4-(10,10-dimethyl-10H-spiro[anthracene-9,9'-fluorene]-2'-yl)phenyl)-N-phenyldibenzo[b,d]furan-2-amine